ethanolamine pyridone salt N1C(C=CC=C1)=O.C(O)CN